NC=1N=CC2=C(C(=C(C=C2C1)C1=C(C2=C(OCCN2C(=O)OC(C)(C)C)N=C1)CC)F)Cl tert-Butyl 7-(3-amino-8-chloro-7-fluoro-6-isoquinolyl)-8-ethyl-2,3-dihydropyrido[2,3-b][1,4]oxazine-1-carboxylate